BrC1=CC=C(C(=C1NC(OC(C)(C)C)=O)Cl)OC tert-butyl N-(6-bromo-2-chloro-3-methoxy-phenyl)carbamate